(S)-{(2R,5S)-5-[(p-methoxyphenyl)methyl]-2-pyrrolidInyl}(m-fluorophenyl)methanol COC1=CC=C(C=C1)C[C@@H]1CC[C@@H](N1)[C@@H](O)C1=CC(=CC=C1)F